4-(benzyloxy)-1-(3-bromophenyl)piperidine C(C1=CC=CC=C1)OC1CCN(CC1)C1=CC(=CC=C1)Br